4-amino-N-methyl-3-(1-methylimidazol-4-yl)benzenesulfonamide NC1=C(C=C(C=C1)S(=O)(=O)NC)C=1N=CN(C1)C